6-(biphenyl-4-yl)-3-(4-(methylsulfonyl)benzyl)-7H-[1,2,4]triazolo[3,4-b][1,3,4]thiadiazine C1(=CC=C(C=C1)C1=NN2C(SC1)=NN=C2CC2=CC=C(C=C2)S(=O)(=O)C)C2=CC=CC=C2